NCC#CC1=C(C(=O)OC)C=CC(=C1)OC1CCN(CC1)C(C[C@H]1C=2N(C3=C(C(=N1)C1=CC=C(C=C1)Cl)C(=C(S3)C)C)C(=NN2)C)=O methyl (S)-2-(3-aminoprop-1-yn-1-yl)-4-((1-(2-(4-(4-chlorophenyl)-2,3,9-trimethyl-6H-thieno[3,2-f][1,2,4]triazolo[4,3-a][1,4]diazepin-6-yl)acetyl)piperidin-4-yl)oxy)benzoate